Cl.COC1=C(CC(N)C)C=C(C(=C1)OC)OC 2,4,5-Trimethoxyamphetamine hydrochloride